N1C(=NC2=C1C=CC=C2)C2=CC(=NN2C)NC(=O)C=2C=NC(=CC2)N2CC(N(CC2)C)CO N-[5-(1H-benzimidazol-2-yl)-1-methyl-pyrazol-3-yl]-6-[3-(hydroxy-methyl)-4-methyl-piperazin-1-yl]pyridine-3-carboxamide